[Fe].[Al].[Ca].[Ba].[Si] silicon-barium-calcium-aluminum-iron